(4-(difluoromethyl)phenoxy)-1-methoxy-2-nitrobenzene FC(C1=CC=C(OC=2C(=C(C=CC2)OC)[N+](=O)[O-])C=C1)F